3-(6-aminopyridin-3-yl)oxetan-3-ol NC1=CC=C(C=N1)C1(COC1)O